6-(bromomethyl)-3-(pyridin-2-yl)quinazolin-4(3H)-one BrCC=1C=C2C(N(C=NC2=CC1)C1=NC=CC=C1)=O